(dimethylamino)propanoic acid methyl ester hydrochloride Cl.COC(C(C)N(C)C)=O